tert-butyl 1-(4-methoxybenzyl)-3-(2-nitrophenyl)-1,4,5,7-tetrahydro-6H-pyrazolo[3,4-c]pyridine-6-carboxylate COC1=CC=C(CN2N=C(C3=C2CN(CC3)C(=O)OC(C)(C)C)C3=C(C=CC=C3)[N+](=O)[O-])C=C1